CN1N=CC(=C1)NC1=NC=CC(=N1)C1=CC=C(C=C1)N1C(NCC1)=O 1-(4-(2-((1-methyl-1H-pyrazol-4-yl)amino)pyrimidin-4-yl)phenyl)imidazolidin-2-one